C12CN(CC(N1)C2)C=2OC1=C(N2)C(=CC=C1C=1SC=CN1)OC(C(C)(O)C)(F)F 1-{[2-(3,6-diazabicyclo[3.1.1]heptan-3-yl)-7-(1,3-thiazol-2-yl)-1,3-benzoxazol-4-yl]oxy}-1,1-difluoro-2-methylpropan-2-ol